C1(=CC=CC=C1)C1(NC2=CC=CC=C2CC1)CO (2-phenyl-1,2,3,4-tetrahydroquinoline-2-yl)methanol